6-Ethoxy-1-ethyl-4-(4-methoxybenzyloxy)-1H-pyrazolo[3',4':3,4]pyrazolo[1,5-a]pyridine C(C)OC=1C=C(C=2N(C1)N=C1C2C=NN1CC)OCC1=CC=C(C=C1)OC